(S)-2-amino-3-(6-(1,1-dioxidothiomorpholino)pyridin-3-yl)propanoic acid N[C@H](C(=O)O)CC=1C=NC(=CC1)N1CCS(CC1)(=O)=O